[C@@H]12N([C@@H](C[C@H]2C1)C(=O)OC)C(=O)OC(C)(C)C 2-(tert-butyl) 3-methyl (1R,3S,5R)-2-azabicyclo[3.1.0]hexane-2,3-dicarboxylate